(S)-5-((1-(4-((3-chloro-4-(trifluoromethoxy)benzyl)amino)butoxy)propan-2-yl)amino)benzo[c][2,6]naphthyridine-8-carboxamide ClC=1C=C(CNCCCCOC[C@H](C)NC2=NC3=C(C4=CN=CC=C24)C=CC(=C3)C(=O)N)C=CC1OC(F)(F)F